C1(=CC=C(C=2C(=CC=C(C12)C(=O)O)C(=O)O)C(O)=N)C(O)=N 1,4,5,8-naphthalenetetracarboxylic acid diimine